C(C)OC(=O)C1=NC=C(C=C1)C(=O)O pyridine-2,5-dicarboxylic acid ethyl ester